trans-tert-butyl 2-(4-((4-(4-amino-2-fluorophenyl)piperazin-1-yl)methyl)cyclohexyl)acetate NC1=CC(=C(C=C1)N1CCN(CC1)C[C@@H]1CC[C@H](CC1)CC(=O)OC(C)(C)C)F